OC1=C(C=C(C=C1)CCC(CC(CCC1=CC(=C(C=C1)O)OC)=O)=O)OC 1,7-Bis(4-hydroxy-3-methoxyphenyl)-3,5-heptanedione